C1CCC=2C(NC=3C=CC=CC3C21)=O 2,3-dihydro-1H-cyclopenta[c]quinolin-4(5H)-one